(±)-2-[4-[3-[(4,5-Dichloro-1-methyl-indole-2-carbonyl)amino]tetrahydrofuran-3-yl]phenyl]acetic acid ClC1=C2C=C(N(C2=CC=C1Cl)C)C(=O)N[C@@]1(COCC1)C1=CC=C(C=C1)CC(=O)O |r|